F[C@@H]1[C@@H](C1)C(=O)O (1S,2S)-2-fluorocyclopropanecarboxylic acid